tert-butyl (rac)-2-(4-cyclopropylphenyl)-8-oxo-2,3,4,5a,6,7,8,9-octahydro-5H-10-oxa-1,2,5,7-tetraazacycloocta[cd]indene-5-carboxylate C1(CC1)C1=CC=C(C=C1)N1N=C2C=3[C@@H](N(CCC13)C(=O)OC(C)(C)C)CNC(CO2)=O |r|